((6-(benzylthio)pyridazin-3-yl)carbamoyl)morpholine-4-carboxylate C(C1=CC=CC=C1)SC1=CC=C(N=N1)NC(=O)OC(=O)N1CCOCC1